OCC1C=CC(O1)=O 5-(Hydroxymethyl)-2(5H)furanone